N-(1-(3-chlorophenyl)-3-(4-chlorophenyl)-1H-pyrazol-5-yl)acetamide ClC=1C=C(C=CC1)N1N=C(C=C1NC(C)=O)C1=CC=C(C=C1)Cl